ClC=1C=C(C=C(C1OC1=NNC(C(=C1)C1CCC1)=O)Cl)N1N=C(C(NC1=O)=O)C(=O)O 2-[3,5-dichloro-4-[(5-cyclobutyl-6-oxo-1H-pyridazin-3-yl)oxy]phenyl]-3,5-dioxo-4H-1,2,4-triazine-6-carboxylic acid